CN1C(=NC2=C1C=C(C=C2C2=CC=C(C=C2)CNC2CCOCC2)C2=CC=C(C=C2)CNC2CCOCC2)C2=CC=C(C=C2)S(=O)(=O)C N,N'-(((1-methyl-2-(4-(methylsulfonyl)phenyl)-1H-benzo[d]imidazole-4,6-diyl)bis(4,1-phenylene))bis(methylene))bis(tetrahydro-2H-pyran-4-amine)